benzyl N-(1-methyl-4-oxo-cyclohexyl)carbamate CC1(CCC(CC1)=O)NC(OCC1=CC=CC=C1)=O